tert-butyl 4-[3-(6-hydroxy-4-oxo-quinazolin-3-yl)propyl]-4-methyl-piperidine-1-carboxylate OC=1C=C2C(N(C=NC2=CC1)CCCC1(CCN(CC1)C(=O)OC(C)(C)C)C)=O